tert-butyl N-[2-(4-{[(3-fluoropyridin-2-yl) methyl]Carbamoyl}-1-methyl-1H-imidazol-2-yl) ethyl]Carbamate FC=1C(=NC=CC1)CNC(=O)C=1N=C(N(C1)C)CCNC(OC(C)(C)C)=O